N-(2,5-dimethoxyphenyl)-4-(3-(p-tolylthio)butanamido)Benzamide COC1=C(C=C(C=C1)OC)NC(C1=CC=C(C=C1)NC(CC(C)SC1=CC=C(C=C1)C)=O)=O